7-(diethylamino)-3-(4-(dodecyloxy)phenyl)coumarin C(C)N(C1=CC=C2C=C(C(OC2=C1)=O)C1=CC=C(C=C1)OCCCCCCCCCCCC)CC